tert-butyl 2-((1-(2-(3-azabicyclo[3.1.0]hexan-3-yl)-5-cyano-3,6-dimethyl-4-oxo-3,4-dihydroquinazolin-8-yl)ethyl)amino)benzoate C12CN(CC2C1)C1=NC2=C(C=C(C(=C2C(N1C)=O)C#N)C)C(C)NC1=C(C(=O)OC(C)(C)C)C=CC=C1